C[Si](Cl)(C(C)(C)C)C Dimethyl-tert-butyl-chlorosilane